CN1C(=NC2=C(C=C(C=C2C1=O)C)C(C(S(=O)(=O)C1=CC=CC=C1)(F)F)N[S@](=O)C(C)(C)C)C1CCOCC1 (R)-N-(1-(3,6-dimethyl-4-oxo-2-(tetrahydro-2H-pyran-4-yl)-3,4-dihydroquinazolin-8-yl)-2,2-difluoro-2-(phenylsulfonyl)ethyl)-2-methylpropane-2-sulfinamide